NC=1N=NC(=CC1N1CCN(CC1)C(=O)C1C(C1)CNC(COC1=C2C(N(C(C2=CC=C1)=O)C1C(NC(CC1)=O)=O)=O)=O)C1=C(C=CC=C1)O N-[(2-[4-[3-amino-6-(2-hydroxyphenyl)pyridazin-4-yl]piperazine-1-carbonyl]cyclopropyl)methyl]-2-[[2-(2,6-dioxopiperidin-3-yl)-1,3-dioxoisoindol-4-yl]oxy]acetamide